2-({(1S)-1-[4-(4-propenylpiperazin-1-yl)-3-fluorophenyl]ethyl}amino)-8-[(2S)-3-methylbutan-2-yl]pyrido[2,3-d]pyrimidin-7(8H)-one C(=CC)N1CCN(CC1)C1=C(C=C(C=C1)[C@H](C)NC=1N=CC2=C(N1)N(C(C=C2)=O)[C@@H](C)C(C)C)F